C(C)(C)(C)OC(=O)N1CC2=CC=CC(=C2C[C@@H]1CO)Br (3R)-5-bromo-3-(hydroxymethyl)-3,4-dihydro-1H-isoquinoline-2-carboxylic acid tert-butyl ester